O=C1NC(CCC1N1CC2=C(C=C(C=C2C1=O)CN(C(O)=O)C1=CC(=C(C=C1)F)OC(F)(F)F)F)=O.ClC1=CC=C(C(=N1)C(F)F)S(=O)(=O)CC 6-chloro-2-(difluoromethyl)-3-(ethylsulfonyl)pyridine (2-(2,6-dioxopiperidin-3-yl)-7-fluoro-3-oxoisoindolin-5-yl)methyl-(4-fluoro-3-(trifluoromethoxy)phenyl)carbamate